(3R)-N-(4-tert-butylphenyl)-4-cyano-N-[2-[(4,4-difluorocyclohexyl)amino]-2-oxo-1-(3-pyridyl)ethyl]morpholine-3-carboxamide C(C)(C)(C)C1=CC=C(C=C1)N(C(=O)[C@@H]1N(CCOC1)C#N)C(C(=O)NC1CCC(CC1)(F)F)C=1C=NC=CC1